C(C)(C)(C)OC(=O)N1C(CCC1COS(=O)(=O)C1=CC=C(C)C=C1)COS(=O)(=O)C1=CC=C(C)C=C1.COC(C1=CC=NC2=CC=CC=C12)OC 4-(dimethoxymethyl)quinoline tert-Butyl-2,5-bis((tosyloxy)methyl)pyrrolidine-1-carboxylate